Cl.C[C@H]1N(CCNC1)CCC (R)-2-methyl-1-(n-propyl)piperazine hydrochloride